C(C1=CC=CC=C1)O[C@@H]1C[C@]2(N(C(OC2=O)=O)C1)C (6R,7aR)-6-(benzyloxy)-7a-methyltetra-hydro-1H,3H-pyrrolo[1,2-c]oxazole-1,3-dione